tert-butyl (R)-3-(N-(8-methylisoquinolin-1-yl)-4-morpholinobenzamido)piperidine-1-carboxylate CC=1C=CC=C2C=CN=C(C12)N(C(C1=CC=C(C=C1)N1CCOCC1)=O)[C@H]1CN(CCC1)C(=O)OC(C)(C)C